COC1=CC=C(C=C1)C1=CC=C(C=C1)C(C)N1N=CC=C1 1-(1-(4'-methoxy-[1,1'-biphenyl]-4-yl)ethyl)-1H-pyrazole